F[C@@H]1CN(CC[C@@H]1NC1=NN2C(C(=N1)OC)=C(C(=C2)F)C=2C=CC1=C(N(N=N1)[C@@H](CF)C)C2)C(C([2H])([2H])[2H])=O 1-((3R,4S)-3-fluoro-4-((6-fluoro-5-(1-((R)-1-fluoropropan-2-yl)-1H-benzo[d][1,2,3]triazol-6-yl)-4-methoxypyrrolo[2,1-f][1,2,4]triazin-2-yl)amino)piperidin-1-yl)ethan-1-one-2,2,2-d3